C1(C(C1=C(C#N)C1=C(C(=C(C(=C1Cl)F)C(F)(F)F)F)Cl)=C(C#N)C1=C(C(=C(C(=C1Cl)F)C(F)(F)F)F)Cl)=C(C#N)C1=C(C(=C(C(=C1Cl)F)C(F)(F)F)F)Cl 2,2',2''-(Cyclopropan-1,2,3-triyliden)tris(2-(2,6-dichloro-3,5-difluoro-4-(trifluoromethyl)phenyl)acetonitril)